ClC=1C(=C2C=NN(C2=CC1C)S(=O)(=O)C1=CC=C(C)C=C1)C=1C(=NN(C1C)C1CC2(CN(C2)C(=O)OC(C)(C)C)C1)C1=CC=C(C=C1)C(=O)OC tert-butyl 6-(4-(5-chloro-6-methyl-1-tosyl-1H-indazol-4-yl)-3-(4-(methoxycarbonyl)phenyl)-5-methyl-1H-pyrazol-1-yl)-2-azaspiro[3.3]heptane-2-carboxylate